2-[2-[2-[[(4S)-5-tert-butoxy-4-[(20-tert-butoxy-20-oxo-icosanoyl)amino]-5-oxo-pentanoyl]amino]ethoxy]ethoxy]acetic acid C(C)(C)(C)OC([C@H](CCC(=O)NCCOCCOCC(=O)O)NC(CCCCCCCCCCCCCCCCCCC(=O)OC(C)(C)C)=O)=O